CC1=NC2=C(C=CC=C2C=C1)C1=C(C(=O)N)C=CC=C1 (2-methylquinolin-8-yl)benzamide